Ethyl 2-(1-benzyl-1H-imidazol-2-yl)acetate C(C1=CC=CC=C1)N1C(=NC=C1)CC(=O)OCC